D-2-butoxy-7-(4-((1-ethylpyrrolidin-3-yl)oxy)-2-fluorobenzyl)imidazo[2,1-f][1,2,4]triazin-4-amine C(CCC)OC1=NN2C(C(=N1)N)=NC=C2CC2=C(C=C(C=C2)OC2CN(CC2)CC)F